C(CCCCC)C(C(=O)O)(CCCC(=O)O)C1CCCCC1 hexylcyclohexyl-adipic acid